C[C@@H]1N(C(N(C1)C=1C=C2CN(C(C2=CC1)=O)C1C(NC(CC1)=O)=O)=O)C=1C=NC(=CC1)C 3-(5-((S)-4-methyl-3-(6-methylpyridin-3-yl)-2-oxoimidazolidin-1-yl)-1-oxoisoindolin-2-yl)piperidine-2,6-dione